COC(=O)[C@H](CCC(C)(C)C)NC(=O)C=1C=CC(=NC1)OC=1C=C(C(=O)ON2C(CCC2=O)=O)C=CC1 (2,5-dioxopyrrolidin-1-yl) 3-[[5-[[(1S)-1-methoxycarbonyl-4,4-dimethyl-pentyl]carbamoyl]-2-pyridyl]oxy]benzoate